F[P-](F)(F)(F)(F)F.C(CCCCCCC)N1C(N(C=C1)C)C 1-octyl-2,3-dimethylimidazole hexafluorophosphate